ClC1=CC(=C(C=C1)N1C([C@H](N(C(C1)=O)CC1=CC=C(C=C1)C(F)(F)F)C1COC1)=O)F (R)-1-(4-chloro-2-fluoro-phenyl)-3-(oxetan-3-yl)-4-(4-(trifluoromethyl)-benzyl)piperazine-2,5-dione